COC(=O)N1CC(C1)C1=NC(=NO1)C1=C(C(=C(C(=C1)F)C)NC(=O)C1=CN=C2N1C=C(C=C2)OC)F 3-(3-(2,5-difluoro-3-(6-methoxyimidazo[1,2-a]pyridine-3-carboxamido)-4-methylphenyl)-1,2,4-oxadiazol-5-yl)azetidine-1-carboxylic acid methyl ester